[N+](=O)([O-])C1=CC=C(C=C1)C(CN)N 1-(4-nitrophenyl)ethane-1,2-diamine